tert-butyl (Z)-2-((E)-2-(4-(tert-butyl)phenyl)-3-cyano-4-ethoxy-4-oxobut-2-en-1-ylidene)-1,3-thiazinane-3-carboxylate C(C)(C)(C)C1=CC=C(C=C1)\C(\C=C\1/SCCCN1C(=O)OC(C)(C)C)=C(\C(=O)OCC)/C#N